((S)-1-hydroxyethyl)-5-methylpicolinamide O[C@@H](C)C=1C(=NC=C(C1)C)C(=O)N